1,5,8,12-tetraazadodecane NCCCNCCNCCCN